CC(=CC(=O)OCCCCCCCCCCO)C 1,10-decanediol di(methyl)acrylate